(S)-3-((S)-2-(5-(2-(dimethylamino)ethyl)-2-oxo-4-(trifluoromethyl)pyridin-1(2H)-yl)-4-methylpentanamido)-3-(4-fluoro-2',4',5,6'-tetramethyl-[1,1'-biphenyl]-3-yl)propanoic acid CN(CCC=1C(=CC(N(C1)[C@H](C(=O)N[C@@H](CC(=O)O)C=1C=C(C=C(C1F)C)C1=C(C=C(C=C1C)C)C)CC(C)C)=O)C(F)(F)F)C